O1C(=NC2=C1C=CC=C2)[C@@H]2N(CC=1NC=NC12)C(=O)C=1OC(=NN1)C=1C=NN(C1)C (R)-(4-(benzo[d]oxazol-2-yl)-4,6-dihydropyrrolo[3,4-d]imidazol-5(1H)-yl)(5-(1-methyl-1H-pyrazol-4-yl)-1,3,4-oxadiazol-2-yl)methanone